C(#N)CCCCN1N(C2=CC=CC=C2C1)C(C)(C)C1=CC=CC=C1 2-(4-cyanobutyl)-N-(2-phenylpropan-2-yl)-2H-indazole